FC1=CC=C(CC=2C=C3C(=NC2C(COC)O)C(CN3C(C)=O)(C)C)C=C1 1-[6-(4-fluoro-benzyl)-5-(1-hydroxy-2-methoxy-ethyl)-3,3-dimethyl-2,3-dihydro-pyrrolo[3,2-B]pyridin-1-yl]-ethanone